methylchloroisoxazole CC=1C(=NOC1)Cl